4-[4-(3,4,5-Trifluorophenoxymethyl)Pyridin-2-yl]-2-Methyl-Benzamide FC=1C=C(OCC2=CC(=NC=C2)C2=CC(=C(C(=O)N)C=C2)C)C=C(C1F)F